7-(6-{[4-methyl-3-(methyloxy)phenyl]oxy}-3-pyridyl)-5,7-diazaspiro[3.4]octane-6,8-dione CC1=C(C=C(C=C1)OC1=CC=C(C=N1)N1C(NC2(CCC2)C1=O)=O)OC